O.C(C)(=O)O Acetat Hydrat